Cl.C(C1=CC=CC=C1)S(=O)(=O)N1CC(C(CC1)(C1=CC(=CC=C1)OC)OC(F)F)CN(NC)NC 1-(1-(benzylsulfonyl)-4-(difluoromethoxy)-4-(3-methoxyphenyl)piperidin-3-yl)-N,N-dimethylaminomethylamine hydrochloride